C(CCCCCCCCC(=O)[O-])(=O)OC1C(C(N(C(C1)(C)C)C)(C)C)C methyl-1,2,2,6,6-pentamethyl-4-piperidinyl sebacate